C(C)(C)(C)OC(=O)N1C=CC=2C1=NC=CC2C2=C(N=C(S2)NC(=O)N2CC1(COC1)C2)C2=CC(=CC=C2)C#N 4-[4-(3-cyanophenyl)-2-(2-oxa-6-azaspiro[3.3]heptane-6-carbonylamino)thiazol-5-yl]pyrrolo[2,3-b]pyridine-1-carboxylic acid tert-butyl ester